CC(CCCCCCCCC(=O)[O-])=C 10-methyl-undecylenate